SULFOACETATE S(=O)(=O)(O)CC(=O)[O-]